C1CC12CN(CC2)C2=CN=CC(=N2)C=2N=NN(C2)C(C)N2C(C=C(C=C2)N2C[C@@H](CCC2)NCC2CC2)=O 1-(1-(4-(6-(5-azaspiro[2.4]heptan-5-yl)pyrazin-2-yl)-1H-1,2,3-triazol-1-yl)ethyl)-4-((R)-3-((cyclopropylmethyl)amino)piperidin-1-Yl)pyridin-2(1H)-one